phenyl-propargyl-quinazoline C1(=CC=CC=C1)C1=NC(=NC2=CC=CC=C12)CC#C